[Mg].[Al].[Co] cobalt-aluminum-magnesium